n-docosyl nonyl ketone C(CCCCCCCC)C(=O)CCCCCCCCCCCCCCCCCCCCCC